BrC1=NN(C(=C1)CC(C)C)C1=CC(=CC(=C1)F)C1CCC1 3-Bromo-1-[3-(cyclobutyl)-5-fluorophenyl]-5-isobutylpyrazole